Cyanoether C(#N)OC#N